N-((6-(5-(trifluoromethyl)-1,2,4-oxadiazol-3-yl)imidazo[1,2-a]pyridin-2-yl)methyl)picolinamide FC(C1=NC(=NO1)C=1C=CC=2N(C1)C=C(N2)CNC(C2=NC=CC=C2)=O)(F)F